(2S,11aR)-7-Fluoro-6-(3-fluoropropoxy)-2-hydroxy-8-methyl-2,3,11,11a-tetrahydro-1H,5H-benzo[f]pyrrolo[2,1-c][1,4]oxazepin-5-one FC=1C(=CC2=C(C(N3[C@@H](CO2)C[C@@H](C3)O)=O)C1OCCCF)C